N-[3-(6-chloro-1,3-benzothiazol-2-yl)-1-bicyclo[1.1.1]pentanyl]-5-[(1S)-1-methylsulfonylethyl]furan-2-carboxamide ClC1=CC2=C(N=C(S2)C23CC(C2)(C3)NC(=O)C=3OC(=CC3)[C@H](C)S(=O)(=O)C)C=C1